Cl.[C@H]12CNC[C@H]2C1NC(OCC1=CC=CC=C1)=O Benzyl (1S,5S,6r)-3-azabicyclo[3.1.0]hexan-6-ylcarbamate, hydrochloride